ethyl 2-(3-((R)-1-(1-methyl-1H-pyrazole-5-carboxamido)-2,3-dihydro-1H-inden-5-yl)-1,2,4-oxadiazol-5-yl)propanoate CN1N=CC=C1C(=O)N[C@@H]1CCC2=CC(=CC=C12)C1=NOC(=N1)C(C(=O)OCC)C